C(#N)C=1N=C(SC1)N1N=CC(=C1)C(C(=O)O)C 2-[1-(4-Cyano-1,3-thiazol-2-yl)-1H-pyrazol-4-yl]propanoic acid